4-[(2-amino-4-{[(2S)-1-hydroxypentan-2-yl]amino}-6-methylpyrimidin-5-yl)methyl]-N-(20-hydroxy-3,6,9,12,15,18-hexaoxaeicosan-1-yl)-3-methoxybenzamide NC1=NC(=C(C(=N1)N[C@H](CO)CCC)CC1=C(C=C(C(=O)NCCOCCOCCOCCOCCOCCOCCO)C=C1)OC)C